6-Methoxy-2-phenethyl-1,2,3,4-tetrahydroisoquinolin COC=1C=C2CCN(CC2=CC1)CCC1=CC=CC=C1